2,6-dibenzyloxy-3-[3-[4-(2,2-dimethoxyethyl)-1-piperidyl]-5-fluorophenyl]pyridine C(C1=CC=CC=C1)OC1=NC(=CC=C1C1=CC(=CC(=C1)F)N1CCC(CC1)CC(OC)OC)OCC1=CC=CC=C1